FC(C=1N=CC=2N(C1)C(=CN2)C2=NC=CC(=N2)N2C(C(CC(C2)C)CS(=O)(C)=N)C)F ((1-(2-(6-(Difluoromethyl)imidazo[1,2-a]pyrazin-3-yl)pyrimidin-4-yl)-2,5-dimethylpiperidin-3-yl)methyl)(imino)(methyl)-λ6-sulfanone